C1(CC1)NC1CCC2=CC(=CC=C12)C(F)(F)F N-cyclopropyl-5-(trifluoromethyl)-2,3-dihydro-1H-inden-1-amine